γ-glutamyl-valine N[C@@H](CCC(=O)N[C@@H](C(C)C)C(=O)O)C(=O)O